S1C(=CC=C1)C1(CNCCO1)[2H] 2-(thien-2-yl)morpholine-2-d